FC1=C(C=C(C=C1)F)C1=C(C(=NC=C1)N1C[C@H](CC1)F)NC(CN(C)C)=O (S)-N-(4-(2,5-difluoro-phenyl)-2-(3-fluoropyrrolidin-1-yl)pyridin-3-yl)-2-(dimethylamino)-acetamide